CC1(CN(C=2C=C3C(=NC21)CCC3)C3=NC(=NC=C3)NC=3C(=CC(=C(C3)NC(C=C)=O)N(C)CCN(C)C)OC)C N-(5-((4-(3,3-dimethyl-3,5,6,7-tetrahydrocyclopenta[b]pyrrolo[2,3-e]pyridin-1(2H)-yl)pyrimidin-2-yl)amino)-2-((2-(dimethylamino)ethyl)(methyl)amino)-4-methoxy-phenyl)acrylamide